3-(4-amino-3-fluorophenyl)propionitrile NC1=C(C=C(C=C1)CCC#N)F